1-(2,6-Dimethylpiperidino)-1,1,3,3,5,5,5-heptamethyltrisiloxan CC1N(C(CCC1)C)[Si](O[Si](O[Si](C)(C)C)(C)C)(C)C